methyl (S)-2-((S)-2-amino-5,5-difluoro-4,4-dimethylpentanoylamino)-4-methylpentanoate N[C@H](C(=O)N[C@H](C(=O)OC)CC(C)C)CC(C(F)F)(C)C